(±)-3-(2-(2-(4,4-dimethylcyclohex-1-en-1-yl)ethyl)-1,3-dioxolan-4-yl)-1-phenylpropan-1-one CC1(CC=C(CC1)CCC1OCC(O1)CCC(=O)C1=CC=CC=C1)C